BrC1=C(OC2=C(O[C@H](C(=O)OCCOC)OC)C=CC=C2)C=C(C(=C1)F)N1C(N(C(=CC1=O)C(F)(F)F)C)=O 2-methoxyethyl (2R)-2-[2-[2-bromo-4-fluoro-5-[3-methyl-2,6-dioxo-4-(trifluoromethyl)pyrimidin-1-yl]phenoxy]phenoxy]-2-methoxy-acetate